di(2-hydroxypropyl)ammonium tert-butyl-N-[[4-[6-[3-[tertbutyl(dimethyl)silyl]oxypropoxy]pyrrolo[2,1-f][1,2,4]triazin-4-yl]-2-methyl-phenyl]methyl]carbamate C(C)(C)(C)OC(NCC1=C(C=C(C=C1)C1=NC=NN2C1=CC(=C2)OCCCO[Si](C)(C)C(C)(C)C)C)=O.OC(C[NH2+]CC(C)O)C